MonoMethyl-Mercury C[Hg]